C(C1=CC=CC=C1)[C@@H](CCCNC(=O)C1=CC=C2C(=CC=NC2=C1)Cl)C(=O)N1CCC(CC1)(CN1C=NC2=CC(=CC=C2C1=O)NC(CCN1CCN(CC1)C)=O)O (R)-N-(4-benzyl-5-(4-hydroxy-4-((7-(3-(4-methylpiperazin-1-yl)propanamido)-4-oxoquinazolin-3(4H)-yl)methyl)piperidin-1-yl)-5-oxopentyl)-4-chloroquinoline-7-carboxamide